FC(OC1=C2CN(CC2=CC=C1)C(=O)C1=CC2=C(N=C(O2)C2CNCCC2)C=C1)(F)F 3-(6-(4-(trifluoromethoxy)isoindoline-2-carbonyl)benzo[d]oxazol-2-yl)piperidine